(±)-Trans-5-(isopropoxycarbonyl)cyclohex-2-en-1-yl 4-nitrobenzoate [N+](=O)([O-])C1=CC=C(C(=O)O[C@@H]2C=CC[C@H](C2)C(=O)OC(C)C)C=C1 |r|